NC[C@@]1([C@@H]2CCN(C[C@H]12)C1=CN=C2C(=N1)NN=C2C2=C1C=CC=NC1=C(C=C2)C(C)(C)O)C2=C(C=CC=C2)F 2-(5-(6-((1S,6R,7R)-7-(aminomethyl)-7-(2-fluorophenyl)-3-azabicyclo[4.1.0]heptan-3-yl)-1H-pyrazolo[3,4-b]pyrazin-3-yl)quinolin-8-yl)propan-2-ol